p-phenylenebis[4-[6-(acryloyloxy)hexyloxy]benzoic acid] C1(=CC=C(C=C1)C1=C(C(=O)O)C=CC(=C1)OCCCCCCOC(C=C)=O)C1=C(C(=O)O)C=CC(=C1)OCCCCCCOC(C=C)=O